ClC1=C(C=C(C=C1)N1CCNCC1)F 1-(4-Chloro-3-fluorophenyl)piperazine